perfluorononanesulfonate FC(C(C(C(C(C(C(C(C(F)(F)F)(F)F)(F)F)(F)F)(F)F)(F)F)(F)F)(F)F)(S(=O)(=O)[O-])F